C(N)(O[C@@H]1C(N[C@@H](C1)C(N(CC)C1=CC(=C(C=C1)F)Cl)=O)=O)=O ((3S,5S)-5-((3-chloro-4-fluorophenyl) (ethyl) carbamoyl)-2-oxopyrrolidin-3-yl) carbamate